3-chloro-2-(3-hydroxypropoxy)-5-(2-(4-((2-(methylthio)pyrimidin-4-yl)methoxy)phenyl)propan-2-yl)benzonitrile ClC=1C(=C(C#N)C=C(C1)C(C)(C)C1=CC=C(C=C1)OCC1=NC(=NC=C1)SC)OCCCO